7-chloro-5-fluoro-1-phenylquinazolin-2,4(1H,3H)-dione ClC1=CC(=C2C(NC(N(C2=C1)C1=CC=CC=C1)=O)=O)F